NC1=NC=CC(=C1)C[C@@H]1[C@H](N(C1=O)C(=O)N[C@H](CC)C1=CC(=C(C=C1)C)F)C(=O)N(C)C1=NN(C=C1)C (2S,3R)-3-((2-aminopyridin-4-yl)methyl)-N2-(1-methyl-1H-pyrazol-3-yl)-N1-((R)-1-(3-fluoro-4-methylphenyl)propyl)-N2-methyl-4-oxoazetidine-1,2-dicarboxamide